CC=1C=C(C=CC1C)C1=C(C=CC(=C1)C1=CC(=C(C=C1)C)C)O 2,4-di(3,4-dimethylphenyl)phenol